ClC1=C(C=CC(=C1)Cl)C=1CCCC2=C(C1C1=CC=C(C=C1)O[C@@H]1CN(CC1)CCCF)C=CC(=C2)B(O)O (S)-(8-(2,4-dichlorophenyl)-9-(4-((1-(3-fluoropropyl)pyrrolidin-3-yl)oxy)phenyl)-6,7-dihydro-5H-benzo[7]annulen-3-yl)boronic acid